(Z)-ethyl 2-hydroxy-4-oxo-6-phenylhex-2-enoate O\C(\C(=O)OCC)=C/C(CCC1=CC=CC=C1)=O